C(OC1=C(C=C(C=C1)[N+](=O)[O-])CCC1CC1)([O-])=O 2-cyclopropylethyl(4-nitrophenyl) carbonate